2-((((9H-Fluoren-9-yl)methoxy)carbonyl)(methyl)amino)-3-(4-isopropoxyphenyl)propanoic acid C1=CC=CC=2C3=CC=CC=C3C(C12)COC(=O)N(C(C(=O)O)CC1=CC=C(C=C1)OC(C)C)C